FCC(C)CCCC(C)CCCC(C)CCCCC(C)CCCC(C)CCCC(C)C fluorosqualane